F[C@@H]1[C@@H]([C@@H](N(C1)C(=O)C1OCC1)CC=1C(=C(C=CC1)C1=CC(=CC(=C1)F)F)F)NS(=O)(=O)CC N-{(2S,3R,4S)-4-fluoro-1-(oxetane-2-carbonyl)-2-[(2,3',5'-trifluoro[1,1'-biphenyl]-3-yl)methyl]pyrrolidin-3-yl}ethanesulfonamide